N,N'-di(sec-butyl)phenylenediamine C(C)(CC)NC1=C(C=CC=C1)NC(C)CC